FC1=CC=C(C=C1)C1=C(CCCC1)C(=O)N1CC2N(C(C1)C2)CC2=CC=C1CN(C(C1=C2)=O)C2C(NC(CC2)=O)=O 3-(6-((3-(4'-fluoro-3,4,5,6-tetrahydro-[1,1'-biphenyl]-2-carbonyl)-3,6-diazabicyclo[3.1.1]heptan-6-yl)methyl)-1-oxoisoindolin-2-yl)piperidine-2,6-dione